C(C1=CC=CC=C1)OC1=CC=C(C(=O)NC2=CNC3=CC(=C(C=C23)F)F)C=C1 4-(benzyloxy)-N-(5,6-difluoro-1H-indol-3-yl)benzamide